N2-(6-(3,5-dimethyl-4-(2,2,2-trifluoroethyl)piperazin-1-yl)-5-fluoro-2-methylpyridin-3-yl)spiro[3.3]heptane-2,6-diamine CC1CN(CC(N1CC(F)(F)F)C)C1=C(C=C(C(=N1)C)NC1CC2(C1)CC(C2)N)F